4-Bromo-2-nitro-5-(2-oxa-7-azaspiro[3.5]nonan-7-yl)benzoic acid methyl ester COC(C1=C(C=C(C(=C1)N1CCC2(COC2)CC1)Br)[N+](=O)[O-])=O